N-methyl-4-(1-methylpiperidin-4-yl)-3-(3-(trifluoromethyl)phenyl)butan-1-amine CNCCC(CC1CCN(CC1)C)C1=CC(=CC=C1)C(F)(F)F